FC1=C(C=C(C(=C1)C=1N=NN(N1)CC1=NC=C(C=C1)F)C)S(=O)(=O)NCCO 2-fluoro-4-(2-((5-fluoropyridin-2-yl)methyl)-2H-tetrazol-5-yl)-N-(2-hydroxyethyl)-5-methylbenzenesulfonamide